C(C)(C)(C)OC(=O)N1C=C(CC1)CCO (S)-3-(2-hydroxyethyl)pyrroline-1-carboxylic acid tert-butyl ester